Cl.C(C)N=C=NCCC=C 1-ethyl-3-(3-methylenepropyl)-carbodiimide hydrochloride